(S)-3-(2-(4-phenylpiperazin-1-yl)ethyl)-2,8-dioxaspiro[4.5]decan-1-one C1(=CC=CC=C1)N1CCN(CC1)CC[C@H]1OC(C2(C1)CCOCC2)=O